5-(4,4,5,5-tetramethyl-1,3,2-dioxaborolan-2-yl)-2,3-dihydrobenzo[b]thiophene 1-oxide CC1(OB(OC1(C)C)C1=CC2=C(S(CC2)=O)C=C1)C